(1S,2S,5R)-1-hydroxy-N-((2S)-hydroxy-2-(3-hydroxyphenyl)ethyl)-2-isopropyl-5-methylcyclohexane-1-carboxamide O[C@@]1([C@@H](CC[C@H](C1)C)C(C)C)C(=O)NC[C@H](C1=CC(=CC=C1)O)O